Sodium N-(2-methoxyethyl)sulfamate COCCNS([O-])(=O)=O.[Na+]